N-(4-(N-(3-chlorophenyl)sulfamoyl)phenyl)picolinamide ClC=1C=C(C=CC1)NS(=O)(=O)C1=CC=C(C=C1)NC(C1=NC=CC=C1)=O